anti-succinyl-lysine C(CCC(=O)O)(=O)N[C@@H](CCCCN)C(=O)O